C1(=CC=CC=C1)[C@H]1CC[C@H]2N(CCN(C2)C(=O)C2=C(C(=CC=C2)C)Cl)C1 [(7R,9aR)-7-phenyl-1,3,4,6,7,8,9,9a-octahydropyrido[1,2-a]pyrazin-2-yl]-(2-chloro-3-methylphenyl)methanone